(3-(aminomethyl)phenyl)-N-(3-((cyclopropylmethylamino)(3-ethylphenyl)methyl)phenyl)-3-(trifluoromethyl)-1H-pyrazole-5-carboxamide NCC=1C=C(C=CC1)N1N=C(C=C1C(=O)NC1=CC(=CC=C1)C(C1=CC(=CC=C1)CC)NCC1CC1)C(F)(F)F